C1OC=C2C1=CN=C2 1H-furo[3,4-c]pyrrol